C[Si](OCC=O)(C(C)(C)C)C 2-{[dimethyl-(2-methylprop-2-yl)silyl]oxy}acetaldehyde